ON1N=C2C(=N1)C=CC(=C2)C2=C(C=CC=C2)C(C)(C)CC(C)(C)C 2-hydroxy-5-(t-octylphenyl)benzotriazole